CC1=C(C=2C(=N[C@H](C=3N(C2S1)C(=NN3)C)CC(=O)OC)C3=CC=C(C=C3)NC3=CC=CC=C3)C methyl (S)-{2,3,9-trimethyl-4-(4-phenylaminophenyl)-6H-thieno[3,2-f][1,2,4]triazolo[4,3-a][1,4]diazepin-6-yl}acetate